2-amino-9-((2R,4S,5R)-5-(((tert-butyldimethylsilyl)oxy)methyl-d2)-4-hydroxytetrahydrofuran-2-yl)-1,9-dihydro-6H-purin-6-one NC=1NC(C=2N=CN(C2N1)[C@@H]1O[C@@H]([C@H](C1)O)C([2H])([2H])O[Si](C)(C)C(C)(C)C)=O